ammonium Monoethanol C(C)O.[NH4+]